C(C1=CC=CC=C1)(=O)N1C(N(C=CC1=O)[C@H]1[C@@H]([C@@H]([C@H](O1)/C=C/P([O-])([O-])=O)O)CCOC)=O ((E)-2-((2R,3S,4R,5R)-5-(3-benzoyl-2,4-dioxo-3,4-dihydropyrimidin-1(2H)-yl)-3-hydroxy-4-(2-methoxyethyl)tetrahydrofuran-2-yl)vinyl)phosphonate